dimethyl diazomalonate [N+](=[N-])=C(C(=O)OC)C(=O)OC